NC=1C(=NC(=C(N1)F)C1=CC=C(C=C1)N1CCN(CC1)C(C)C)C1=CC=C2C(NC(=NC2=C1)C)=O 7-(3-amino-5-fluoro-6-(4-(4-isopropylpiperazin-1-yl)phenyl)pyrazin-2-yl)-2-methylquinazolin-4(3H)-one